N1-(2-fluorophenyl)-N2-((2S)-1-oxo-1-(((S)-3-oxo-1-((S)-2-oxopyrrolidin-3-yl)-4-(trifluoromethoxy)butan-2-yl)amino)-3-(2-oxopyrrolidin-3-yl)propan-2-yl)oxalamide FC1=C(C=CC=C1)NC(C(=O)N[C@H](C(N[C@@H](C[C@H]1C(NCC1)=O)C(COC(F)(F)F)=O)=O)CC1C(NCC1)=O)=O